COC1=CC(=NC=C1)B(O)O 4-METHOXYPYRIDINE-2-BORONIC ACID